4-Aminopteroylglutamic acid C1=CC(=CC=C1C(=O)N[C@@H](CCC(=O)O)C(=O)O)NCC2=CN=C3C(=N2)C(=NC(=N3)N)N